2-(3'-(3-chloro-4-((3,5-difluoropyridin-2-yl)methoxy)-6-methyl-2-oxopyridin-1(2H)-yl)-4'-methyl-[1,1'-biphenyl]-3-yl)-2-methylpropanenitrile ClC=1C(N(C(=CC1OCC1=NC=C(C=C1F)F)C)C=1C=C(C=CC1C)C1=CC(=CC=C1)C(C#N)(C)C)=O